p-[(dipropylamino)sulfonyl]benzoic acid C(CC)N(S(=O)(=O)C1=CC=C(C(=O)O)C=C1)CCC